C(CCCCCCCCCCCCCCC)(=O)OCC(OC(CCCCCCC\C=C/CCCCCCCC)=O)COC(CCCCCCCCCCCCCCCCC)=O 1-palmitoyl-2-oleoyl-3-stearoylglycerol